5-[[2-[(2S,5R)-2-(4-fluoro-1H-indazol-5-yl)-5-methyl-1-piperidyl]-2-oxo-acetyl]amino]pyridine-3-carboxamide FC1=C2C=NNC2=CC=C1[C@H]1N(C[C@@H](CC1)C)C(C(=O)NC=1C=C(C=NC1)C(=O)N)=O